O1C(COCC1)CC1=NN(C(O1)=O)C1=CC=C(C=C1)C#CC1CC1 5-((1,4-dioxan-2-yl)methyl)-3-(4-(cyclopropylethynyl)phenyl)-1,3,4-oxadiazol-2(3H)-one